FC1=C(C(=O)NCCCNCC#C)C(=CC(=C1)NC=1C=2N(C=CN1)C(=CN2)C=2C(=NN(C2)CC=C)C(F)(F)F)C 2-fluoro-6-methyl-4-[[3-[1-prop-2-enyl-3-(trifluoromethyl)pyrazol-4-yl]imidazo[1,2-a]pyrazin-8-yl]amino]-N-[3-(prop-2-ynylamino)propyl]benzamide